N1(CCCCCC1)CCN1C(C=NC2=CC=CC=C12)=O 1-(2-(Azepan-1-yl)ethyl)quinoxalin-2(1H)-one